1-(3,3,3-trifluoropropyl)-1H-pyrazole-5-carboxylic acid FC(CCN1N=CC=C1C(=O)O)(F)F